2-(5-(4-fluorobutyl)-3,6-dimethoxypyridin-2-yl)ethan-1-amine FCCCCC=1C=C(C(=NC1OC)CCN)OC